ethyl 4-((3-(cyclopropylcarbamoyl)-7-(methylamino)pyrazolo[1,5-a]pyrimidin-5-yl)amino)-1-methyl-1H-pyrazole-3-carboxylate C1(CC1)NC(=O)C=1C=NN2C1N=C(C=C2NC)NC=2C(=NN(C2)C)C(=O)OCC